4-Cyclohexyl-7-(2,3-dimethylnonan-2-yl)-2,2-dimethylchromen-5-ol C1(CCCCC1)C1=CC(OC=2C=C(C=C(C12)O)C(C)(C(CCCCCC)C)C)(C)C